CN(C)CC=1C(=NNC1)C1=CC=CC=C1 4-((dimethylamino)methyl)-3-phenyl-1H-pyrazol